(R)-4-(5-Chloro-7-((3,3-dimethylbutan-2-yl)amino)-[1,2,4]triazolo[1,5-a]pyrimidin-6-yl)-3-fluorobenzonitrile ClC1=NC=2N(C(=C1C1=C(C=C(C#N)C=C1)F)N[C@H](C)C(C)(C)C)N=CN2